C(C)(C)(C)OC([C@@H](NC([C@@H](NC(CC[C@H](NC(CN(C)C)=O)C(=O)OC(C)(C)C)=O)CCC(C=[N+]=[N-])=O)=O)CCC(C=[N+]=[N-])=O)=O.SCCCCSCC(CSCCCCS)SCCCCS 1,2,3-tris(4'-mercaptobutylthio)propane tert-Butyl-(6S,11S,14S)-6-(tert-butoxycarbonyl)-11,14-bis(4-diazo-3-oxobutyl)-2-methyl-4,9,12-trioxo-2,5,10,13-tetraazapentadecan-15-oate